ClC1=C(C(=CC(=C1)C)Cl)N1CC(CN(S1(=O)=O)CC(=O)NC1C2CC3(CC(CC1C3)C2)C(=O)N)C 4-(2-(6-(2,6-dichloro-4-methylphenyl)-4-methyl-1,1-dioxido-1,2,6-thiadiazinan-2-yl)acetamido)adamantan-1-carboxamide